FC1=C(C=CC(=C1)F)N(C(C1=CC=CC=C1)=O)C N-(2,4-difluorophenyl)-N-methylbenzamide